[I].NC1=CC=CC2=C(C=CC=C12)C=C 1-amino-5-vinyl-naphthalene iodine